8-(3-amino-5-cyclopropylpiperidin-1-yl)quinoxaline-5-carbonitrile NC1CN(CC(C1)C1CC1)C1=CC=C(C=2N=CC=NC12)C#N